C1=CC=CC=2C3=CC=CC=C3C(C12)COC(=O)NCC(=O)NCC(=O)N[C@@H](CC1=CC=CC=C1)C(=O)O (((9H-fluoren-9-yl)methoxy)carbonyl)glycylglycyl-L-phenylalanine